N-[3-chloro-4-[4-[(3R,4R)-3-hydroxypiperidine-4-carbonyl]piperazine-1-carbonyl]phenyl]-5-(2,3-difluoro-4-methoxy-phenyl)-1-methyl-imidazole-2-carboxamide ClC=1C=C(C=CC1C(=O)N1CCN(CC1)C(=O)[C@H]1[C@H](CNCC1)O)NC(=O)C=1N(C(=CN1)C1=C(C(=C(C=C1)OC)F)F)C